C(C)(C)(C)OC(=O)N[C@@H](CCC(N)=O)C(=O)OC=1C=CC2=C(C1)OC(C=1C2N2N(CC1)C(N(C2=O)C2=CC=C(C=C2)C(C)=O)=O)(C)C 2-(4-acetylphenyl)-7,7-dimethyl-1,3-dioxo-2,3,5,12b-tetrahydro-1H,7H-chromeno[4,3-c][1,2,4]triazolo[1,2-a]pyridazin-10-yl (tert-butoxycarbonyl)-Z-glutaminate